2-(4-methoxybenzyl)-5-(7-(2-(4-methoxybenzyl)-2H-1,2,3-triazol-4-yl)-9H-fluoren-2-yl)-2H-1,2,3-triazole-4-carboxylic acid 2-morpholinoethyl ester O1CCN(CC1)CCOC(=O)C1=NN(N=C1C1=CC=2CC3=CC(=CC=C3C2C=C1)C1=NN(N=C1)CC1=CC=C(C=C1)OC)CC1=CC=C(C=C1)OC